5-(4'-carboxyphenoxy)isophthalic acid C(=O)(O)C1=CC=C(OC=2C=C(C=C(C(=O)O)C2)C(=O)O)C=C1